N,N-Dimethyl-2-(4-trimethylsilyloxy-1H-indol-3-yl)ethanamine CN(CCC1=CNC2=CC=CC(=C12)O[Si](C)(C)C)C